1-(1-methyl-1H-pyrazol-3-yl)ethanol CN1N=C(C=C1)C(C)O